FC(OC1=NC(=CC=C1NC(=O)C1(CC(C1)=CC(=O)OCC)C1=C(C=CC=C1)C(C)C)C)F ethyl 2-(3-((2-(difluoromethoxy)-6-methylpyridin-3-yl)carbamoyl)-3-(2-isopropylphenyl)cyclobutylidene)acetate